2-(4-methylpiperazino)-4-(benzothien-3-yl)pyrazolo[1,5-a][1,3,5]triazine p-methylbenzenesulfonate CC1=CC=C(C=C1)S(=O)(=O)O.CN1CCN(CC1)C1=NC=2N(C(=N1)C1=CSC3=C1C=CC=C3)N=CC2